N-(5-cyano-4-((2-methoxyethyl)amino)pyridin-2-yl)-7-formyl-4-(4-methyl-2-oxopiperazin-1-yl)-3,4-dihydro-2,4-methylene-1,8-naphthyridine-1(2H)-carboxamide C(#N)C=1C(=CC(=NC1)NC(=O)N1C2CC(C3=CC=C(N=C13)C=O)(C2)N2C(CN(CC2)C)=O)NCCOC